4-((3aR,6aS)-5-(5-cyclopropyl-6-(tetrahydro-2H-pyran-4-yloxy)nicotinoyl)octahydropyrrolo[3,4-c]pyrrole-2-carbonyl)benzenesulfonamide C1(CC1)C=1C(=NC=C(C(=O)N2C[C@H]3[C@@H](C2)CN(C3)C(=O)C3=CC=C(C=C3)S(=O)(=O)N)C1)OC1CCOCC1